N1(N=NC=C1)CC=1C(=C(C(=O)N([C@H]2CNCCC2)C2=NC=CC3=CC=CC(=C23)C)C=CC1)F (R)-3-((1H-1,2,3-triazol-1-yl)methyl)-2-fluoro-N-(8-methylisoquinolin-1-yl)-N-(piperidin-3-yl)benzamide